5-((((((3R,4R)-3-hydroxypiperidin-4-yl)methyl)amino)-3-isopropylpyrazolo[1,5-a]pyrimidin-7-yl)amino)piperidine-1-carboxylate O[C@H]1CNCC[C@@H]1CNC1=NN2C(N=CC=C2NC2CCCN(C2)C(=O)[O-])=C1C(C)C